FC1(CCC(CC1)[C@@H](C=1N=C2N(N=C(C(=N2)N2CCOCC2)C[C@@H]2C(NC[C@@H](C2)C(F)(F)F)=O)C1)NC(OCC1=CC=CC=C1)=O)F benzyl ((S)-(4,4-difluorocyclohexyl)(3-morpholino-2-(((3R,5R)-2-oxo-5-(trifluoromethyl)piperidin-3-yl)methyl)imidazo[1,2-b][1,2,4]triazin-6-yl)methyl)carbamate